FC1=C(C=CC(=N1)[C@H](C1=CC(=CC=C1)C1=CC=NN1C)NC(=O)[C@H]1[C@H](CCC1)C(=O)O)C(C)C (1S,2R)-2-(((S)-(6-fluoro-5-isopropylpyridin-2-yl)(3-(1-methyl-1H-pyrazol-5-yl)phenyl)methyl)carbamoyl)cyclopentane-1-carboxylic acid